3-(2-hydroxy-2-methylpropyl)-8-(1-(trifluoromethyl)-1H-pyrazol-4-yl)-6-(6-(trifluoromethyl)pyridin-3-yl)pyrido[3,4-d]pyrimidin-4(3H)-one OC(CN1C=NC2=C(C1=O)C=C(N=C2C=2C=NN(C2)C(F)(F)F)C=2C=NC(=CC2)C(F)(F)F)(C)C